OC=1C2=C(N=C(N1)C)C(N(C(=C2)O[C@@H]2COCC2)C)=O (S)-4-hydroxy-2,7-dimethyl-6-((tetrahydrofuran-3-yl)oxy)pyrido[3,4-d]pyrimidin-8(7H)-one